6-(4-Chloro-3-methylphenyl)-3-cyclobutyl-4-oxo-4,5-dihydropyrazolo[1,5-a]pyrazine-2-carboxylic acid ClC1=C(C=C(C=C1)C=1NC(C=2N(C1)N=C(C2C2CCC2)C(=O)O)=O)C